FC=1C=C(CC2=CC(=NC=C2)N2N=C(C(=C2)C=O)C(=O)O)C=C(C1)C(F)(F)F 1-(4-(3-fluoro-5-(trifluoromethyl)benzyl)pyridin-2-yl)-4-formyl-1H-pyrazole-3-carboxylic acid